[N+](=O)([O-])C1=CC=C(C(=O)O[C@H]2CO[C@H](C[C@@H]2NC(=O)OC(C)(C)C)C(=O)N2[C@H](C3=CC=CC=C3CC2)C2=CC=C(C=C2)F)C=C1 (3R,4S,6R)-4-((tert-butoxycarbonyl)amino)-6-((S)-1-(4-fluorophenyl)-1,2,3,4-tetrahydroisoquinoline-2-carbonyl)tetrahydro-2H-pyran-3-yl 4-nitrobenzoate